9-(N-(2-octyldodecyl)phenoxazinylmethylene)-2,7-dibromofluorene C(CCCCCCC)C(CN1C2=CC=CC=C2OC=2C=CC=C(C12)C=C1C2=CC(=CC=C2C=2C=CC(=CC12)Br)Br)CCCCCCCCCC